methyl (3S)-1-(5-(3-chloro-4-cyclopropylphenyl)-2,3-dihydro-1H-inden-1-yl)pyrrolidine-3-carboxylate ClC=1C=C(C=CC1C1CC1)C=1C=C2CCC(C2=CC1)N1C[C@H](CC1)C(=O)OC